OC1CCC(CC1)N1C(=NC2=C1C(=CC=C2)C)NC(=O)C=2SC(=C(C2)NC(C=C)=O)N(CC2=NC=CC=N2)C N-[1-(4-hydroxycyclohexyl)-7-methyl-benzimidazol-2-yl]-5-[methyl-(pyrimidin-2-ylmethyl)amino]-4-(prop-2-enoylamino)thiophene-2-carboxamide